5-(3-(2,2-difluoroethyl)-2-methyl-3H-imidazo[4,5-b]pyridin-5-yl)-N-(7-methyl-7-azaspiro[3.5]non-2-yl)pyrrolo[2,1-f][1,2,4]triazin-2-amine FC(CN1C(=NC=2C1=NC(=CC2)C=2C=CN1N=C(N=CC12)NC1CC2(C1)CCN(CC2)C)C)F